N-ethylmethylaminoamine C(C)NNC